N-(2-cyclohexyl-4-fluorophenyl)-3,5-difluoro-N-(7-nitrobenzo[c][1,2,5]oxadiazol-4-yl)benzamide C1(CCCCC1)C1=C(C=CC(=C1)F)N(C(C1=CC(=CC(=C1)F)F)=O)C1=CC=C(C2=NON=C21)[N+](=O)[O-]